2-(2-(4-methylpiperazino)ethylamino)-4-(benzothien-3-yl)pyrazolo[1,5-a][1,3,5]Triazine CN1CCN(CC1)CCNC1=NC=2N(C(=N1)C1=CSC3=C1C=CC=C3)N=CC2